N-(2-(3-((2-(4-methoxypiperidin-1-yl)pyrimidin-4-yl)amino)-8-((2R,3S)-2-methyl-3-(2-(methylsulfonyl)propan-2-yl)azetidin-1-yl)isoquinolin-5-yl)propan-2-yl)acrylamide COC1CCN(CC1)C1=NC=CC(=N1)NC=1N=CC2=C(C=CC(=C2C1)C(C)(C)NC(C=C)=O)N1[C@@H]([C@H](C1)C(C)(C)S(=O)(=O)C)C